CC1=NNC(=C1C1=CN2C(S1)=C(C=N2)C(=O)NC=2C(=NC=C(C2)C(NCCN2C(CCC2)(C)C)=O)C)C 2-(3,5-dimethyl-1H-pyrazol-4-yl)-N-(5-((2-(2,2-dimethylpyrrolidin-1-yl)ethyl)carbamoyl)-2-methylpyridin-3-yl)pyrazolo[5,1-b]thiazole-7-carboxamide